6-[4-(4-fluorophenyl)pyridazin-3-yl]-3-iodo-imidazo[1,2-a]pyridine FC1=CC=C(C=C1)C1=C(N=NC=C1)C=1C=CC=2N(C1)C(=CN2)I